8,10-dimethyl-6-phenylindolo[1,2-a]quinoxaline CC1=C2C=C3N(C=4C=CC=CC4N=C3C3=CC=CC=C3)C2=CC(=C1)C